O=C1NC(CCC1N1C(C2=CC=C(C=C2C1=O)N1CC(CC1)CCC(=O)NC)=O)=O 3-(1-(2-(2,6-dioxopiperidin-3-yl)-1,3-dioxoisoindolin-5-yl)pyrrolidin-3-yl)-N-methylpropanamide